1,1-dimethoxy-(2Z,6Z)-2,6-nonadiene COC(\C=C/CC\C=C/CC)OC